3-(2,4,5-trifluorophenyl)-6,7-dihydropyrano[4,3-c]pyrazol FC1=C(C=C(C(=C1)F)F)C=1C=2C(=NN1)CCOC2